COC1CN(CCOC1)C(=O)[O-] 6-methoxy-1,4-oxazepane-4-carboxylate